C(C)(=O)NN acetic hydrazide